(2S,5R)-benzyl-5-((5-chloro-2-((1-methyl-1H-pyrazol-4-yl)amino)-7-((2-(trimethyl Silyl)ethoxy)methyl)-7H-pyrrolo[2,3-d]pyrimidin-4-yl)amino)-2-methylpiperidine-1-carboxylate C(C1=CC=CC=C1)OC(=O)N1[C@H](CC[C@H](C1)NC=1C2=C(N=C(N1)NC=1C=NN(C1)C)N(C=C2Cl)COCC[Si](C)(C)C)C